CC(=CCC1=C(C=CC(=C1)C(=O)NC2=C(C3=C(C=C(C=C3)O)OC2=O)O)O)C The molecule is a hydroxycoumarin that is novobiocic acid lacking the 8-methyl group. It has a role as a metabolite. It is a member of benzamides, a hydroxycoumarin and a polyphenol. It is a conjugate acid of an 8-desmethylnovobiocic acid(1-).